1-Bromo-2,5-dimethyl-4-methylsulfonyl-benzene BrC1=C(C=C(C(=C1)C)S(=O)(=O)C)C